11-mercaptoundecylether SCCCCCCCCCCCOCCCCCCCCCCCS